C(CCCCCCCC)(=O)[C@@](CO)(O)[C@](O)(COC(CCCCCCCC)=O)C(CCCCCCCC)=O 2,3,4-O-trinonanoyl-erythritol